1-(4-((4-methoxyphenyl)(pyridin-3-yl)methyl)piperazine-1-carbonyl)-1H-benzo[d][1,2,3]triazole-5-carbonitrile COC1=CC=C(C=C1)C(N1CCN(CC1)C(=O)N1N=NC2=C1C=CC(=C2)C#N)C=2C=NC=CC2